FC(C(=O)O)(C(C(C(F)(F)F)(F)F)(F)F)F Perfluoro-pentanoic acid